isopropyl (trans-4-(5-(2-(N-ethylsulfamoyl)-4-(isobutoxymethyl)phenyl)thiazol-2-yl)cyclohexyl)carbamate C(C)NS(=O)(=O)C1=C(C=CC(=C1)COCC(C)C)C1=CN=C(S1)[C@@H]1CC[C@H](CC1)NC(OC(C)C)=O